C(C)OC(CCNC1=CC=C(C=C1)N1CCN(CC1)C(=O)OC(C)(C)C)=O tert-Butyl 4-(4-((3-ethoxy-3-oxopropyl)amino)phenyl)piperazine-1-carboxylate